CN(C1=CC(=C(C=C1)OC)NC(CN1C(CCCC1)C)=O)C1=CC(OC2=CC=CC=C12)=O 4-(N-methyl-N-(3-(2-(2-methylpiperidin-1-yl)-acetylamino)-4-methoxyphenyl)-amino)coumarin